((R)-1-((5-(2-fluoro-4-(trifluoromethyl)phenyl)-4-methyl-pyrimidin-2-yl)amino)ethyl)pyrrolidine-1-carboxylate FC1=C(C=CC(=C1)C(F)(F)F)C=1C(=NC(=NC1)N[C@@H](C)OC(=O)N1CCCC1)C